BrC1=C(C=CC=C1)CCNC(CC1N(C(CC1)=O)CC1=C(C(=CC=C1)F)F)=O N-[2-(2-bromophenyl)ethyl]-2-[1-[(2,3-difluorophenyl)methyl]-5-oxopyrrolidin-2-yl]acetamid